Cl.FC(C1=C(C=NC=C1)N1C(C2(CC1)CCNCC2)=O)(F)F 2-(4-(trifluoromethyl)pyridin-3-yl)-2,8-diazaspiro[4.5]decan-1-one hydrochloride